COC(=O)C1=CC=C(C=N1)C(C)N1C(C=2N([C@@H](C1)C)N=C1C2CN([C@@H](C1)C)C(=O)OC(C)(C)C)=O tert-butyl (3R,7R)-9-(1-(6-(methoxycarbonyl) pyridin-3-yl) ethyl)-3,7-dimethyl-10-oxo-3,4,7,8,9,10-hexahydropyrido[4',3':3,4]pyrazolo[1,5-a]pyrazine-2(1H)-carboxylate